3-[5-(methylsulfonylpiperidinomethyl)-indolyl]-quinolone CS(=O)(=O)C(C=1C=C2C=C(NC2=CC1)C=1C(NC2=CC=CC=C2C1)=O)N1CCCCC1